5-chloro-4-(cyclopentylmethoxy)-2-fluoro-N-((1-(3-(trifluoromethyl)phenyl)-1H-pyrazol-4-yl)sulfonyl)benzamide ClC=1C(=CC(=C(C(=O)NS(=O)(=O)C=2C=NN(C2)C2=CC(=CC=C2)C(F)(F)F)C1)F)OCC1CCCC1